CN1C(=NC2=C1C=CC=C2)B(O)O (1-METHYLBENZIMIDAZOLE-2-YL)BORONIC ACID